triphenylsulfonium hexafluoroarsenate salt F[As-](F)(F)(F)(F)F.C1(=CC=CC=C1)[S+](C1=CC=CC=C1)C1=CC=CC=C1